(Z)-3-(1-((1-methyl-1H-pyrazol-3-yl)amino)ethylidene)-5-(4-methylpyridin-3-yl)-1H-pyrrolo[2,3-c]pyridin-2(3H)-one CN1N=C(C=C1)N\C(\C)=C\1/C(NC2=CN=C(C=C21)C=2C=NC=CC2C)=O